C1(CC1)C(=O)NC1=CC(=C(N=N1)C(=O)NC([2H])([2H])[2H])NC1=C(C(=CC=C1)C1=NOC(=N1)C(C(=O)N1CCOCC1)CCC)OC 6-Cyclopropanecarboxamido-4-[(2-methoxy-3-{5-[1-(morpholin-4-yl)-1-oxopent-2-yl]-1,2,4-oxadiazol-3-yl}phenyl)amino]-N-(2H3)methylpyridazine-3-carboxamide